O=C1COC(CN1)C=O 5-oxomorpholine-2-carbaldehyde